ClCCOCCOCCOCCOC 13-chloro-2,5,8,11-tetraoxatridecane